Tert-butyl (3S)-3-[[4-[6-cyano-1-(2-trimethylsilylethoxymethyl)indol-3-yl]-5-iodo-pyrimidin-2-yl]amino]piperidine-carboxylate C(#N)C1=CC=C2C(=CN(C2=C1)COCC[Si](C)(C)C)C1=NC(=NC=C1I)N[C@@H]1CN(CCC1)C(=O)OC(C)(C)C